2-chloro-N-[4'-(3-methoxy-3-methylbut-1-yne-1-yl)biphenyl-2-yl]nicotinamide ClC1=C(C(=O)NC2=C(C=CC=C2)C2=CC=C(C=C2)C#CC(C)(C)OC)C=CC=N1